FC1(C(CN(CC1)CC=1C=NN(C1)C=1C=CC2=C(N(CO2)C)C1)C=1C(=C2COC(C2=CC1)=O)C)F 5-(4-((4,4-difluoro-3-(4-methyl-1-oxo-1,3-dihydroisobenzofuran-5-yl)piperidin-1-yl)methyl)-1H-pyrazol-1-yl)-3-methylbenzo[d]oxazol